COC(=O)C1=CC2=C(NC(=N2)C2=CC=C(C=C2)C(=O)OC)C=C1 2-(4-methoxycarbonyl-phenyl)-1H-benzimidazole-5-carboxylic acid methyl ester